C(#N)C1=C(C=C(C=C1)F)[C@H]([C@@H](C)C=1N(C(C(=C(N1)C(=O)NC=1C=NOC1)O)=O)C)C1=NC(=CN=C1C)C 2-((1s,2r)-1-(2-cyano-5-fluorophenyl)-1-(3,6-dimethylpyrazin-2-yl)propan-2-yl)-5-hydroxy-N-(isoxazol-4-yl)-1-methyl-6-oxo-1,6-dihydropyrimidine-4-carboxamide